rac-N-[(cis)-4-hydroxytetrahydrofuran-3-yl]-2-(1-methyl-1H-pyrazol-4-yl)-3-oxo-6-[4-(trifluoromethoxy)phenyl]-2,3-dihydropyridazin-4-carboxamide O[C@@H]1[C@@H](COC1)NC(=O)C=1C(N(N=C(C1)C1=CC=C(C=C1)OC(F)(F)F)C=1C=NN(C1)C)=O |r|